2,4-Diaminopyrimidine NC1=NC=CC(=N1)N